C1CC2=CC=CC=C2OC1 dihydrobenzopyran